(E)-N-(4-bromobenzylidene)-1,1,1-trimethylsilaneamine BrC1=CC=C(\C=N\[Si](C)(C)C)C=C1